NCCCN1C(C(=C(C1=O)C)C)=O 1-(3-aminopropyl)-3,4-dimethyl-1H-pyrrole-2,5-dione